C(C)(C)(CC)C1=NC2=CC=CC=C2C(N1)=O 2-(tert-pentyl)quinazolin-4(3H)-one